4-(3-((2-((1-(1-methylpiperidin-4-yl)-1H-1,2,3-triazol-4-yl)amino)-5-(trifluoromethyl)pyrimidin-4-yl)amino)propyl)-1,4-oxazepan-5-one CN1CCC(CC1)N1N=NC(=C1)NC1=NC=C(C(=N1)NCCCN1CCOCCC1=O)C(F)(F)F